NCCC1=CC=C(C=C1)NN 4-(2-aminoethyl)phenylhydrazine